O=C1SCC(N1CCNC(C(=O)C1=C(C(=C(N1C)C)C(=O)NC1=CC(=C(C=C1)F)C)C)=O)=O 5-(2-((2-(2,4-dioxothiazolidin-3-yl)ethyl)amino)-2-oxoacetyl)-N-(4-fluoro-3-methylphenyl)-1,2,4-trimethyl-1H-pyrrole-3-carboxamide